FC1=C(C=C(C=C1)CC1=NNC(C2=CC=CC=C12)=O)C1=CC2=C(NC(=N2)NC(OC2CCC2)=O)C=C1 Cyclobutyl (5-(2-fluoro-5-((4-oxo-3,4-dihydrophthalazin-1-yl)methyl)phenyl)-1H-benzoimidazol-2-yl)carbamate